FC=1C=C2C=CN(C(C2=CC1F)=O)[C@@H](C(=O)NC1=CC=C(C=C1)C1=NN(C=C1)C)C (R)-2-(6,7-difluoro-1-oxoisoquinolin-2(1H)-yl)-N-(4-(1-methyl-1H-pyrazol-3-yl)phenyl)propanamide